ClC.[Bi] bismuth Chloromethane